ClC=1C(=CC(=C(C(=O)NC2=CC(=CC=C2)[S@@](=O)NC)C1)OC=1C(=NC(=CC1)F)C)C(F)(F)F (R)-5-chloro-2-((6-fluoro-2-methylpyridin-3-yl)oxy)-N-(3-(S-methylamino-sulfinyl)phenyl)-4-(trifluoromethyl)benzamide